C(C1=CC=CC=C1)OC1=C(C(=C(C(=N1)C=1C=NC=CC1)OCC1=CC=CC=C1)F)Br bis(benzyloxy)-5-bromo-4-fluoro-2,3'-bipyridine